4-Amino-3-chloro-5-fluoro-6-(7-fluoro-1H-indol-6-yl)pyridin rac-(tert-butyl-4-((1S,2R)-2-((4-(trifluoromethoxy)phenyl)sulfonamido)cyclopropyl)piperidine-1-carboxylate) C(C)(C)(C)C1N(CCC(C1)[C@H]1[C@@H](C1)NS(=O)(=O)C1=CC=C(C=C1)OC(F)(F)F)C(=O)O.NC1=C(C=NC(=C1F)C1=CC=C2C=CNC2=C1F)Cl